3-cyclopropyl-5-(cyclopropylsulfonyl)benzoic acid C1(CC1)C=1C=C(C(=O)O)C=C(C1)S(=O)(=O)C1CC1